(R)-(1-(4-fluorophenyl)-6-((2-propyl-2H-1,2,3-triazol-4-yl)sulfonyl)-4,4a,5,6,7,8-hexahydro-1H-pyrazolo[3,4-g]isoquinolin-4a-yl)(thiazol-4-yl)methanone FC1=CC=C(C=C1)N1N=CC2=C1C=C1CCN(C[C@]1(C2)C(=O)C=2N=CSC2)S(=O)(=O)C2=NN(N=C2)CCC